(3S,4S)-1-((4'-(6-chloro-2-(((3R,3aR,6R,6aR)-6-hydroxyhexahydrofuro[3,2-b]furan-3-yl)oxy)-1H-benzo[d]imidazol-5-yl)-[1,1'-biphenyl]-4-yl)methyl)pyrrolidine-3,4-diol ClC=1C(=CC2=C(NC(=N2)O[C@H]2[C@@H]3[C@H](OC2)[C@@H](CO3)O)C1)C1=CC=C(C=C1)C1=CC=C(C=C1)CN1C[C@@H]([C@H](C1)O)O